Tert-butyl 6-(1-((5-(hydrazinocarbonyl) pyridin-2-yl) methyl)-1H-1,2,3-triazol-4-yl)-3,4-dihydroisoquinoline-2(1H)-carboxylate N(N)C(=O)C=1C=CC(=NC1)CN1N=NC(=C1)C=1C=C2CCN(CC2=CC1)C(=O)OC(C)(C)C